Fmoc-2-amino-5-ethanesulfonyl-benzoic acid C(=O)(OCC1C2=CC=CC=C2C2=CC=CC=C12)C=1C(=C(C(=O)O)C=C(C1)S(=O)(=O)CC)N